(E)-3-(benzo[d][1,3]dioxol-5-yl)-N-(pyridin-3-yl)-N-(thiophen-2-ylmethyl)acrylamide O1COC2=C1C=CC(=C2)/C=C/C(=O)N(CC=2SC=CC2)C=2C=NC=CC2